1-acetyl-2-((4-(2-(1-methyl-1H-pyrazol-4-yl)phenyl)-6-(((tetrahydro-2H-pyran-4-yl)-amino)methyl)-quinolin-2-yl)-methylene)indolin-3-one C(C)(=O)N1C(C(C2=CC=CC=C12)=O)=CC1=NC2=CC=C(C=C2C(=C1)C1=C(C=CC=C1)C=1C=NN(C1)C)CNC1CCOCC1